(-)-cis-4a,5,6,7,8,8a-hexahydro-4H-pyrido[4,3-b][1,4]oxazin-3-one O1[C@@H]2[C@H](NC(C1)=O)CNCC2